C[C@]12C[C@H](N([C@@H]2C1)C(CNC(=O)C1=CC=C(C=C1)OC1=CC=CC=C1)=O)C(=O)O (1R,3S,5R)-5-methyl-2-{2-[(4-phenoxyphenyl)formamido]acetyl}-2-azabicyclo[3.1.0]hexane-3-carboxylic acid